1-methylpyrrole-2-carboxylic acid CN1C(=CC=C1)C(=O)O